ClC=1C(=NC=CC1C1=C(C(=CC=C1)C1=CC=C2C(=N1)N(C=C2C=O)C)Cl)C2=CC(=C(CN(C(OC(C)(C)C)=O)C1CCOCC1)C=C2)OC tert-butyl 4-(3-chloro-4-(2-chloro-3-(3-formyl-1-methyl-1H-pyrrolo[2,3-b]pyridin-6-yl)phenyl)pyridin-2-yl)-2-methoxybenzyl(tetrahydro-2H-pyran-4-yl)carbamate